rac-benzyl (2S*,3R*)-2-benzyl-3-(difluoromethoxy)pyrrolidine-1-carboxylate C(C1=CC=CC=C1)[C@@H]1N(CC[C@H]1OC(F)F)C(=O)OCC1=CC=CC=C1 |r|